6-chloro-N-((1R,2S)-2-(3,4-difluorophenyl)cyclopropyl)-2-(pyridin-2-yl)thieno[2,3-d]pyrimidin-4-amine ClC1=CC2=C(N=C(N=C2N[C@H]2[C@@H](C2)C2=CC(=C(C=C2)F)F)C2=NC=CC=C2)S1